(S)-N-(7-chloro-6-(1-((3R,4R)-4-hydroxy-3-methyltetrahydrofuran-3-yl)piperidin-4-yl)isoquinolin-3-yl)-2-(tetrahydro-2H-pyran-4-yl)propenamide ClC1=C(C=C2C=C(N=CC2=C1)NC(C(=C)C1CCOCC1)=O)C1CCN(CC1)[C@@]1(COC[C@@H]1O)C